Bis(oleyl)itaconate C(CCCCCCC\C=C/CCCCCCCC)OC(C(=C)CC(=O)OCCCCCCCC\C=C/CCCCCCCC)=O